potassium ((4-(2-cyclohexylethyl)-3-oxopiperazin-1-yl)methyl)trifluoroborate C1(CCCCC1)CCN1C(CN(CC1)C[B-](F)(F)F)=O.[K+]